NC1=NC=CC=C1C1=NC=2C(=NC(=CC2)N2N=C(N=C2)Cl)N1C=1C=C2CC[C@@H](C2=CC1)NC(C1=CN=C(C=C1)C)=O (S)-N-(5-(2-(2-aminopyridin-3-yl)-5-(3-chloro-1H-1,2,4-triazol-1-yl)-3H-imidazo[4,5-b]pyridin-3-yl)-2,3-dihydro-1H-inden-1-yl)-6-methylnicotinamide